3-(6-acetamido-3-pyridyl)-N-(2-methoxy-4-pyridyl)-N-methyl-pyrazolo[1,5-a]pyridine-5-carboxamide C(C)(=O)NC1=CC=C(C=N1)C=1C=NN2C1C=C(C=C2)C(=O)N(C)C2=CC(=NC=C2)OC